FC1(C[C@H](NC1)[C@H]1OCCC2=CC=CC=C12)F (S)-4,4-difluoro-2-((S)-isochroman-1-yl)pyrrolidine